IC1=CC=C(NC(C[Se]C2=CC=CC=C2)C2=CC=CC=C2)C=C1 4-iodo-N-(1-phenyl-2-(phenylseleno)ethyl)aniline